ClC=1C=C2CC(COC2=CC1)C(=O)C1=CN(C2=C1C=NC(=C2)C=2C(=NNC2)Cl)CCN(C)C (6-Chlorochroman-3-yl)-[6-(3-chloro-1H-pyrazol-4-yl)-1-[2-(dimethylamino)ethyl]pyrrolo[3,2-c]pyridin-3-yl]methanone